COC([C@@H](NP(=O)(OC1=CC=C(C=C1)[N+](=O)[O-])OC)C)=O (methoxy(4-nitrophenoxy)phosphoryl)-L-alanine methyl ester